2-[2-[(1S,4aS,5R,8aS)-5-ethynyl-1-methyl-3,4,4a,5,6,7,8,8a-octahydro-1H-isoquinolin-2-yl]-2-oxo-ethyl]-3-chloro-4-methoxy-benzonitrile C(#C)[C@H]1[C@@H]2CCN([C@H]([C@H]2CCC1)C)C(CC1=C(C#N)C=CC(=C1Cl)OC)=O